C(C)(C)(C)OC(NCCCC(C=1NC2=C(N1)C=CC=C2OC)N)=O tert-butyl-(4-amino-4-(4-methoxy-benzo[d]imidazol-2-yl)butyl)carbamate